[N+](=O)([O-])C1=CC=C(OC(=O)C2=CC(=C(C=C2)N2C(COCC2)=O)N)C=C1 N-(4-p-nitrophenoxycarbonyl-aminophenyl)-3-morpholone